Tantalum(V) chloride [Cl-].[Ta+5].[Cl-].[Cl-].[Cl-].[Cl-]